N-((1R,4R)-4-((R)-2-hydroxypropoxy)cyclohexyl)-5-(1H-imidazol-1-yl)-1H-pyrazolo[3,4-c]pyridine-7-carboxamide O[C@@H](COC1CCC(CC1)NC(=O)C=1N=C(C=C2C1NN=C2)N2C=NC=C2)C